Br.NN Hydrazine Hydrobromide